ClC=1C=C(NC2(CCC3([C@@H](CC4=CC=CC=C34)C[C@H](COC=3C=NC=CC3)C3=CC=CC=C3)CC2)C(=O)O)C=CC1 (1r,2'R,4R)-4-(3-chloroanilino)-2'-{(2S)-2-phenyl-3-[(pyridin-3-yl)oxy]propyl}-2',3'-dihydrospiro[cyclohexane-1,1'-indene]-4-carboxylic acid